(1R,3aR,7aR)-1-((R)-6-hydroxy-6-methylheptane-2-yl)-7a-methyloctahydro-4H-indene OC(CCC[C@@H](C)[C@H]1CC[C@H]2CCCC[C@@]12C)(C)C